4,4-di(tert-butylperoxy)pentanoic acid butyl ester C(CCC)OC(CCC(C)(OOC(C)(C)C)OOC(C)(C)C)=O